ClC1=CC=C(C=C1)N(C(=O)N1C(CC(C1)OC)C(=O)N)C N1-(4-chlorophenyl)-4-methoxy-N1-methylpyrrolidine-1,2-dicarboxamide